Ethyl ({5-bromo-3-[(3S)-tetrahydrofuran-3-ylcarbamoyl]pyridin-2-yl}carbamothioyl)carbamate BrC=1C=C(C(=NC1)NC(=S)NC(OCC)=O)C(N[C@@H]1COCC1)=O